NC=1C=C(C#N)C=CC1 meta-aminobenzonitrile